methyl 2,6-dichloro-7H-purine-7-sulfonate ClC1=NC(=C2N(C=NC2=N1)S(=O)(=O)OC)Cl